2-chloro-N'-hydroxy-5-[3-(trifluoromethyl)phenoxy]pyridine-4-carboximidamide ClC1=NC=C(C(=C1)C(N)=NO)OC1=CC(=CC=C1)C(F)(F)F